CN(C1=CC(=CC=C1)CC)C dimethyl-m-ethylaniline